COC([C@H](C)OS(=O)(=O)C1=CC=C(C)C=C1)=O (S)-2-(p-toluenesulfonyloxy)propionic acid methyl ester